C(C1=CC=CC=C1)OC1=C(C=CC=C1F)N1C(C([C@@H]1C1=C(C=C(C(=C1)F)N1CCC(CC1)C1OCCO1)OC)(CC)CC)=O (4S)-1-[2-(Benzyloxy)-3-fluorophenyl]-4-{4-[4-(1,3-dioxolan-2-yl)piperidin-1-yl]-5-fluoro-2-methoxyphenyl}-3,3-diethylazetidin-2-one